BrC1=CSC2=C1N=CN=C2 7-bromothieno[3,2-d]pyrimidine